FC1=C(C=CC2=C1B(OC2)O)NC2=NC=C(C(=N2)NC2=CC(=CC=C2)S(=O)(=O)C)C 7-fluoro-6-((5-methyl-4-((3-(methylsulfonyl)phenyl)amino)pyrimidin-2-yl)amino)benzo[c][1,2]oxaborol-1(3H)-ol